N[C@@H](CO)CC1=C(C=CC=C1)Br (2R)-2-amino-3-(2-bromophenyl)-propan-1-ol